C(=CCCO)O but-ene-1,4-diol